trimethyl-anilinium chloride [Cl-].C[N+](C1=CC=CC=C1)(C)C